C(C1CO1)OC1=CC=C(C=C1)C1(C2=CC=CC=C2C=2C=CCC(C12)=O)C1=CC=C(C=C1)OCC1CO1 9,9-bis[4-(2,3-epoxypropoxy)-phenyl]fluorenone